ClC1=C2C(=CC=NC2=C(C(=C1)[N+](=O)[O-])O)N1CCN(CC1)C(C)=O 4-(5-chloro-8-hydroxy-7-nitroquinolin-4-yl)-1-acetylpiperazine